3,5-di-tert-butyl-4-(dicyclohexylphosphino)-1-methyl-1H-pyrazole C(C)(C)(C)C1=NN(C(=C1P(C1CCCCC1)C1CCCCC1)C(C)(C)C)C